tert-butyl (4S)-4-(cyclopropylmethyl)-2-oxo-1,2λ4,3-oxathiazolidine-3-carboxylate C1(CC1)C[C@@H]1N(S(OC1)=O)C(=O)OC(C)(C)C